2-[4,7-Dichloro-6-(6-morpholin-4-ylpyridin-3-yl)indazol-2-yl]-2-[rac-(6R)-6-fluoro-6,7-dihydro-5H-pyrrolo[1,2-c]imidazol-1-yl]-N-(1,3-thiazol-2-yl)acetamide ClC=1C2=CN(N=C2C(=C(C1)C=1C=NC(=CC1)N1CCOCC1)Cl)C(C(=O)NC=1SC=CN1)C1=C2N(C=N1)C[C@@H](C2)F |r|